B1=CCSC=C1 4-thiaborabenzene